(S)-quinuclidin-3-yl (5-(2-chloro-4-methoxyphenyl)-2,2-dimethyl-2,3-dihydro-1H-inden-1-yl)carbamat ClC1=C(C=CC(=C1)OC)C=1C=C2CC(C(C2=CC1)NC(O[C@@H]1CN2CCC1CC2)=O)(C)C